5-{3-fluoro-4-[4-(methylcarbamoyl)-1H-1,2,3-triazol-1-yl]butyl}-N-{[3-(trifluoromethoxy)phenyl]methyl}-1,3,4-thiadiazole-2-carboxamide FC(CCC1=NN=C(S1)C(=O)NCC1=CC(=CC=C1)OC(F)(F)F)CN1N=NC(=C1)C(NC)=O